bromosulfate S(=O)(=O)([O-])Br